COC1=C(C(=CC(=C1)C)OC)CCO 2-(2,6-dimethoxy-4-methylphenyl)ethan-1-ol